methyl N-[5-[6-[(4-fluoro-3-methoxy-phenyl)-methyl-carbamoyl]-8-methyl-imidazo[1,2-b]pyridazin-3-yl]-2-pyridyl]carbamate FC1=C(C=C(C=C1)N(C(=O)C=1C=C(C=2N(N1)C(=CN2)C=2C=CC(=NC2)NC(OC)=O)C)C)OC